C1(=CC=CC=C1)SC1=CC=CC=C1 phenylphenylsulfide